ClC1=CC(=C(C=C1)C=1C=2N(N=C(C1)N1C[C@@H](OCC1)C=1OC(=NN1)C)C(C(=C(N2)C)C)=O)F 9-(4-chloro-2-fluoro-phenyl)-2,3-dimethyl-7-[(2R)-2-(5-methyl-1,3,4-oxadiazol-2-yl)morpholino]pyrimido[1,2-b]pyridazin-4-one